S([O-])([O-])(=O)=O sulfuroate